CN(CC#CC1=CC=C(C=C1)\C(=C/COC1=CC(=C(OCC(=O)OC)C=C1)C)\C1=CC=C(C=C1)F)C methyl (E)-[4-[3-[4-[3-(dimethylamino)propynyl]-phenyl]-3-(4-fluorophenyl)allyloxy]-2-methylphenoxy]acetate